CN1N=CC2=CC(=CC=C12)C=1C(=C2C(=NC1)SC=C2)N2CCC1(CCNC1=O)CC2 8-(5-(1-methyl-1H-indazol-5-yl)thieno[2,3-b]pyridin-4-yl)-2,8-diazaspiro[4.5]decan-1-one